N1-(2-Methoxy-5-(1-methyl-3-(o-tolyl)-1H-indazole-5-carboxamido)phenyl)-N4-methylterephthalamide COC1=C(C=C(C=C1)NC(=O)C=1C=C2C(=NN(C2=CC1)C)C1=C(C=CC=C1)C)NC(C1=CC=C(C(=O)NC)C=C1)=O